C(C(C)C)(=O)OC[C@H]1O[C@@]([C@@H]([C@@H]1O)O)(C#N)C1=CC(=C2C(=NC=NN21)N)[2H] ((2R,3S,4R,5R)-5-(4-aminopyrrolo[2,1-f][1,2,4]triazin-7-yl-5-d)-5-cyano-3,4-dihydroxytetrahydrofuran-2-yl)methyl isobutyrate